bromo-2-((4-((S)-2-(4-chloro-2-fluorophenyl)-2-methylbenzo[d][1,3]dioxol-4-yl)piperidin-1-yl)methyl)-4-fluoro-1-(((S)-oxetan-2-yl)methyl)-1H-benzo[d]imidazole BrC1=C(C2=C(N(C(=N2)CN2CCC(CC2)C2=CC=CC=3O[C@](OC32)(C)C3=C(C=C(C=C3)Cl)F)C[C@H]3OCC3)C=C1)F